[Ti].C(C)CC(CC(=O)OOC(C)C)=O.C(C)CC(CC(=O)OOC(C)C)=O diisopropoxy di(ethyl acetoacetate) titanium